COC(=O)C1=NC(=CN=C1N1CCC2(CC1)OC1=C([C@H]2N)C=CC=C1)Br (R)-3-(3-amino-3H-spiro[benzofuran-2,4'-piperidin]-1'-yl)-6-bromopyrazine-2-carboxylic acid methyl ester